[Si]([O-])([O-])([O-])[O-].C[Si+4](C)C (trimethylsilicon) orthosilicate